FC(C=1C=C(CN2C=C(C=3C2=NC=CC3)/C=C(/C(=O)OCOC(C)=O)\C#N)C=C(C1)C(F)(F)F)(F)F Acetyloxymethyl (E)-3-(1-(3,5-bis(trifluoromethyl)benzyl)-1H-pyrrolo[2,3-b]pyridin-3-yl)-2-cyanoacrylate